4-tert-butyl-piperidine hydrochloride Cl.C(C)(C)(C)C1CCNCC1